ClC1=CC=C(C=C1)C(C(=O)NN)(F)F 2-(4-chlorophenyl)-2,2-difluoroacetohydrazide